{4-[3-(trifluoromethyl)-3H-diazirin-3-yl]phenyl}methanamine FC(C1(N=N1)C1=CC=C(C=C1)CN)(F)F